FC(C1=NC=CC=C1)F 2-(difluoro-methyl)-pyridin